2-(5-bromo-1H-1,2,4-triazol-1-yl)-4,6,6-trimethyl-4H-1,3,4-thiadiazin-5(6H)-one BrC1=NC=NN1C=1SC(C(N(N1)C)=O)(C)C